CC1=CC=C(C=C1)S(=O)(=O)N(CC#C)CC=C(C)C 4-methyl-N-(3-methyl-2-butenyl)-N-propargyl-benzenesulfonamide